N-(2-((2-(dimeth-ylamino)ethyl)-(methyl)amino)-4-methoxy-5-((6-(3-(3-(thiazol-2-yl)-phenyl)isoxazolidin-2-yl)pyrimidin-4-yl)amino)-phenyl)acrylamide CN(CCN(C1=C(C=C(C(=C1)OC)NC1=NC=NC(=C1)N1OCCC1C1=CC(=CC=C1)C=1SC=CN1)NC(C=C)=O)C)C